4-(4-(ethylsulfonyl)phenyl)butanoic acid methyl ester COC(CCCC1=CC=C(C=C1)S(=O)(=O)CC)=O